C(N)(=O)C1=CC=C(C(=C1C1=C(C=CC2=C1[C@@H]([C@](O2)(C2=NC=CC=C2)CNC(OC(C)(C)C)=O)O)Cl)F)OC |o1:15,16| tert-butyl (((2R*,3S*,4R*)-4-(6-carbamoyl-2-fluoro-3-methoxyphenyl)-5-chloro-3-hydroxy-2-(pyridin-2-yl)-2,3-dihydrobenzofuran-2-yl)methyl)carbamate